IC1=C2C(=NC=C1C)NN=C2 4-iodo-5-methyl-1H-pyrazolo[3,4-b]pyridine